C(#N)C1=CC(=C(C=C1)NS(=O)(=O)C1=CNC=C1CCC1=CC=CC=C1)F N-(4-cyano-2-fluorophenyl)-4-(2-phenylethyl)-1H-pyrrole-3-sulfonamide